(R)-N-(3-((4-amino-1-ethyl-1H-pyrazolo[3,4-d]pyrimidin-3-yl)ethynyl)-4-methylphenyl)-3-(2,5-difluorophenyl)isoxazolidin-2-carboxamide NC1=C2C(=NC=N1)N(N=C2C#CC=2C=C(C=CC2C)NC(=O)N2OCC[C@@H]2C2=C(C=CC(=C2)F)F)CC